B(O)(O)O.C1(=CC=CC=C1)C1=C(C(O)=CC=C1)O phenyl-catechol borate